3-[(1H-1,3-benzodiazol-2-yl)amino]-3-(3,4-dichlorophenyl)-N-methylpropanamide N1C(=NC2=C1C=CC=C2)NC(CC(=O)NC)C2=CC(=C(C=C2)Cl)Cl